N-(4-(4-((N-isopropyl-N-methylsulfamoyl)amino)phenyl)-1H-pyrrolo[2,3-b]pyridin-6-yl)cyclopropylcarboxamide C(C)(C)N(S(=O)(=O)NC1=CC=C(C=C1)C1=C2C(=NC(=C1)NC(=O)C1CC1)NC=C2)C